N-(4-fluoro-5-(2-morpholinopyrimidin-5-yl)-2-((3R,5S)-3,4,5-trimethylpiperazin-1-yl)phenyl)-6-oxo-4-(trifluoromethyl)-1,6-dihydropyridine-3-carboxamide FC1=CC(=C(C=C1C=1C=NC(=NC1)N1CCOCC1)NC(=O)C1=CNC(C=C1C(F)(F)F)=O)N1C[C@H](N([C@H](C1)C)C)C